(Z)-6-((2,6-dimethoxybenzyl)sulfonyl)-2-(2,4,6-trifluorobenzylidene)-2H-benzo[b][1,4]thiazin-3(4H)-one COC1=C(CS(=O)(=O)C2=CC3=C(S\C(\C(N3)=O)=C/C3=C(C=C(C=C3F)F)F)C=C2)C(=CC=C1)OC